p-isopropyl-toluene C(C)(C)C1=CC=C(C)C=C1